C(CCCCCCCCCC(C)C)OCCCNCCCN N'-(isotridecoxypropyl)propane-1,3-diamine